7-{4-[4-(2,3-dichlorophenyl)-1-piperazinyl]butoxy}-3,4-dihydrocarbostyril ClC1=C(C=CC=C1Cl)N1CCN(CC1)CCCCOC1=CC=C2CCC(NC2=C1)=O